O=C1N(CC2=CC(=CC=C12)C1CCN(CC1)CC1=CC(=CC=C1)NC1=NC=CC=C1)C(=O)O 1-oxo-5-(1-(3-(pyridin-2-ylamino)benzyl)piperidin-4-yl)isoindoline-2-carboxylic acid